CC1=CC(=C(C=C1)C(NC(CC=1C=NC(=CC1)N1CCNCC1)=O)C=1OC(=CC1)C)N1CCCCC1 N-{[4-Methyl-2-(piperidin-1-yl)phenyl](5-methylfuran-2-yl)methyl}-2-[6-(piperazin-1-yl)pyridin-3-yl]acetamid